NC=1C=C(C=CC1)S(=O)(=O)N(C)C 3-amino-N,N-dimethyl-benzenesulfonamide